3-fluoro-11-(1-hydroxyethyl)-9-methyl-5,6-dihydro-7H-benzo[c]xanthen-7-one FC=1C=CC2=C(CCC=3C(C=4C=C(C=C(C4OC23)C(C)O)C)=O)C1